FC=1C(=NC(=NC1)CCC)NC=1C2=C(NN1)C(N(C2)C(=O)N2[C@H](CN(C(C2)(C)C)C)C)(C)C N-(5-fluoro-2-propylpyrimidin-4-yl)-6,6-dimethyl-5-{[(2S)-2,4,5,5-tetramethylpiperazin-1-yl]carbonyl}-1,4,5,6-tetrahydropyrrolo[3,4-c]pyrazol-3-amine